6-fluoro-7-(5-methylsulfonylpyrimidin-2-yl)-3-[(4S)-4-[[6-oxo-5-(trifluoromethyl)-1H-pyridazin-4-yl]amino]pentyl]quinazolin-4-one FC=1C=C2C(N(C=NC2=CC1C1=NC=C(C=N1)S(=O)(=O)C)CCC[C@H](C)NC=1C=NNC(C1C(F)(F)F)=O)=O